7-(2-(methylsulfonyl)propan-2-yl)-2-(1H-pyrrolo[2,3-b]pyridine-4-yl)thieno[3,2-d]pyrimidine-6-carboxamide CS(=O)(=O)C(C)(C)C1=C(SC2=C1N=C(N=C2)C2=C1C(=NC=C2)NC=C1)C(=O)N